ClC1=C(C=CC=C1)C1=NN2C(N=C(C=C2N2CCC(CC2)(C(=O)N)C)N(C)CCO)=C1C1=CC=C(C=C1)Cl 1-[2-(2-chlorophenyl)-3-(4-chlorophenyl)-5-[2-hydroxyethyl(methyl)amino]pyrazolo[1,5-a]pyrimidin-7-yl]-4-methyl-piperidine-4-carboxamide